CN1CCN(CC1)C(=O)O[C@@H]1CC[C@H](CC1)C(N(C[C@@H]1CC[C@H](CC1)C1=CC(=C(C=C1)OC)C)C1=NC=CC(=C1)C=1N=C(OC1)C1CC1)=O trans-4-((4-(2-Cyclopropyloxazol-4-yl) pyridine-2-yl)((trans-4-(4-methoxy-3-methylphenyl)cyclohexyl)methyl) carbamoyl)cyclohexyl 4-methylpiperazine-1-carboxylate